ClC1=C(C=CC=C1)N1C(N=C(C2=C1N=C(C=C2)C(F)(F)F)N[C@H]2[C@@H](C2)F)=O 1-(2-chlorophenyl)-4-(((trans)-2-fluorocyclopropyl)amino)-7-(trifluoromethyl)pyrido[2,3-d]pyrimidin-2(1H)-one